N-[2-(6-tert-butyl-3-cyanopyridin-2-yl)-5-(2,6-difluoro-4-methoxyphenyl)-1-methyl-3-oxo-2,3-dihydro-1H-pyrazol-4-yl]-4-(difluoromethoxy)benzamide C(C)(C)(C)C1=CC=C(C(=N1)N1N(C(=C(C1=O)NC(C1=CC=C(C=C1)OC(F)F)=O)C1=C(C=C(C=C1F)OC)F)C)C#N